2-bromo-1-(5-iodo-thiophen-2-yl)-ethanone BrCC(=O)C=1SC(=CC1)I